9,10-Difluoro-N-(4-((4-hydroxybenzyl)amino)phenyl)decanamid FC(CCCCCCCC(=O)NC1=CC=C(C=C1)NCC1=CC=C(C=C1)O)CF